O1CN(CC=C1)S(=O)(=O)N [1,3]Oxazin-3-sulfonamide